N-(2,6-dimethylpyrimidin-4-yl)-6-[2-methyl-4-[[(2R)-1-methylazetidin-2-yl]methoxy]pyrazol-3-yl]imidazo[1,2-a]pyridin-2-amine CC1=NC(=CC(=N1)NC=1N=C2N(C=C(C=C2)C=2N(N=CC2OC[C@@H]2N(CC2)C)C)C1)C